C(=C)C1=C2C(=CN=C1)OCCC2 5-vinyl-3,4-dihydro-2H-pyrano[2,3-c]pyridine